5H-[1,2,4]triazolo[4,3-a]quinoxalin-6-ol C1N=NC=2N1C=1C=CC=C(C1NC2)O